ClC1=C(C=CC=C1)C1N(CC(C1)O)C1=CC=C(C(=O)OC)C=C1 methyl 4-(2-(2-chlorophenyl)-4-hydroxypyrrolidin-1-yl)benzoate